1-(3,4-dimethyl-2-phenyl-2H-pyrazolo[3,4-d]pyridazin-7-yl)-N-(3-(4-methylpiperazin-1-yl)propyl)piperidine-3-carboxamide CC=1N(N=C2C(=NN=C(C21)C)N2CC(CCC2)C(=O)NCCCN2CCN(CC2)C)C2=CC=CC=C2